4-piperidyl 2-[6-[5-(6-methyl-2-pyridyl)-1H-imidazol-4-yl]-3-quinolyl]pyrimidine-5-carboxylate CC1=CC=CC(=N1)C1=C(N=CN1)C=1C=C2C=C(C=NC2=CC1)C1=NC=C(C=N1)C(=O)OC1CCNCC1